nonyl eicosanate C(CCCCCCCCCCCCCCCCCCC)(=O)OCCCCCCCCC